CC1(CCN(CC1)CC=1NC2=CC(=CC=C2C1)CN1N=NC(=C1)C1=C2C=NN(C2=CC(=C1)N)C1OCCCC1)C 4-(1-((2-((4,4-dimethylpiperidin-1-yl)methyl)-1H-indol-6-yl)methyl)-1H-1,2,3-triazol-4-yl)-1-(tetrahydro-2H-pyran-2-yl)-1H-indazol-6-amine